FC1=C(C(=C(C=C1OC)OC)F)C1=CC2=C(N=C(N=C2)SC)C(=N1)NCC1OCCC1 6-(2,6-difluoro-3,5-dimethoxyphenyl)-2-(methylthio)-N-((tetrahydrofuran-2-yl)methyl)pyrido[3,4-d]pyrimidine-8-amine